FC(C1=C(CN2C(C3=NN(C(=C3C2)C2=CC(=C(C=C2F)NC(=O)N)F)C2=C(C=CC=C2CC)CC)(C)C)C=CC(=C1)C(F)(F)F)(F)F 1-(4-(5-(2,4-bis(trifluoromethyl)benzyl)-2-(2,6-diethylphenyl)-6,6-dimethyl-2,4,5,6-tetrahydropyrrolo[3,4-c]pyrazol-3-yl)-2,5-difluorophenyl)urea